4-Hydroxy-benzaldehyde OC1=CC=C(C=O)C=C1